DL-β-hydroxybutyrate OC(CC(=O)[O-])C